B(O)(O)CCC[C@]1([C@H](N[C@H]2C[C@@H]12)C(=O)O)C (1S,3S,4R,5S)-4-(3-boronopropyl)-4-methyl-2-azabicyclo[3.1.0]hexane-3-carboxylic acid